C(C)(C)(C)C1=CC=CC=C1O 6-tert-butyl-phenol